3-isopropyl-5-(1-(5-(4-(methyl-sulfonyl)phenoxy)thiazolo[5,4-b]pyridin-2-yl)piperidin-4-yl)-1,2,4-oxadiazol C(C)(C)C1=NOC(=N1)C1CCN(CC1)C=1SC2=NC(=CC=C2N1)OC1=CC=C(C=C1)S(=O)(=O)C